CC1=CN=C(S1)CC=O 2-(5-methylthiazol-2-yl)ethanone